3-(4-cyclopropylphenyl)-7-(4,4,5,5-tetramethyl-1,3,2-dioxaborolan-2-yl)-2,3-dihydro-[1,4]dioxino[2,3-b]pyridine C1(CC1)C1=CC=C(C=C1)C1COC=2C(=NC=C(C2)B2OC(C(O2)(C)C)(C)C)O1